C(C)(C)(C)C1=CC(=C(C(=C1)C(C)(C)C)O)CC 4,6-di-t-butyl-2-ethylphenol